BrC1=CC(=NC=C1)N(C(OC(C)(C)C)=O)C 1,1-Dimethylethyl N-(4-bromo-2-pyridinyl)-N-methylcarbamate